FC(C(=O)O)(F)F.FC1=CC=C(C=C1)NC(C1=CC=C(C=C1)OCC(=CF)CN)=O N-(4-fluorophenyl)-4-((2-aminomethyl-3-fluoroallyl)oxy)-benzamide trifluoroacetate